(R)-1-(4-(4-((1-(3-(difluoromethyl)-2-fluorophenyl)ethyl)amino)-2-methylpyrido[3,4-d]Pyrimidine-6-yl)-4-hydroxypiperidine-1-yl)ethan-1-one FC(C=1C(=C(C=CC1)[C@@H](C)NC=1C2=C(N=C(N1)C)C=NC(=C2)C2(CCN(CC2)C(C)=O)O)F)F